4-(But-3-yn-1-yl)-4-phenylcyclohexan-1-one C(CC#C)C1(CCC(CC1)=O)C1=CC=CC=C1